ClC=1C(=C(CN2[C@@H](C[C@@](CC2)(C(=O)O)CC2=NC(=C(C(=C2)C(C(C)(C)C)=O)F)NC2=NNC(=C2)C)C)C=CC1)F (2R,4R)-1-(3-chloro-2-fluorobenzyl)-4-((5-fluoro-6-((5-methyl-1H-pyrazol-3-yl)amino)-4-pivaloylpyridin-2-yl)methyl)-2-methyl-piperidine-4-carboxylic acid